CN1N=CC(=C1)C1=C(C=C(C=C1)C1=NNC(OC1)=O)OC(F)(F)F 5-[4-(1-methyl-1H-pyrazol-4-yl)-3-(trifluoromethoxy)phenyl]-3,6-dihydro-2H-1,3,4-oxadiazin-2-one